(5S)-9,9-dimethyl-8-oxo-2-[4-(trifluoromethoxy)pyridine-2-carbonyl]-2-azaspiro[4.5]dec-6-ene-7-carbonitrile CC1(C(C(=C[C@@]2(CCN(C2)C(=O)C2=NC=CC(=C2)OC(F)(F)F)C1)C#N)=O)C